[O-]OOOO[O-].[Mg+2] magnesium hexaoxide